N-((R)-1-(3-chlorophenyl)-2-hydroxyethyl)-1-(2-(((S)-1-hydroxybutan-2-yl)amino)-5-methylpyrimidin-4-yl)-1H-pyrrole-3-carboxamide ClC=1C=C(C=CC1)[C@H](CO)NC(=O)C1=CN(C=C1)C1=NC(=NC=C1C)N[C@H](CO)CC